(6,6-difluoro-5-methyl-1-(tetrahydro-2H-pyran-2-yl)-1,5,6,7-tetrahydrocyclopenta[f]indazol-4-yl)boronic acid FC1(CC2=C(C(=C3C=NN(C3=C2)C2OCCCC2)B(O)O)C1C)F